P(=O)([O-])([O-])[O-].[Ca+2].[Ca+2].[Ca+2].P(=O)([O-])([O-])[O-] Tricalcium orthophosphat